C1CN(CCC12CCNCC2)C=2C=CC1=C(N(N=N1)C1C(NC(CC1)=O)=O)C2 3-(6-(3,9-diazaspiro[5.5]undecan-3-yl)-1H-benzo[d][1,2,3]triazol-1-yl)piperidine-2,6-dione